C(C)N1CC2(OC3(CC3)C1=O)CCN(CC2)C2CCOCC2 12-Ethyl-8-(tetrahydro-2H-pyran-4-yl)-4-oxa-8,12-diazadispiro[2.1.5.3]tridecan-13-on